C(C)C1=NC(=CC=C1N1C[C@H](CC(C1)(F)F)CC(=O)O)C=1N=NN(C1COC(N(C)C12CC(C1)(C2)F)=O)C (S)-2-(1-(2-ethyl-6-(5-((((3-fluorobicyclo[1.1.1]pentan-1-yl)(methyl)carbamoyl)oxy)methyl)-1-methyl-1H-1,2,3-Triazol-4-yl)pyridin-3-yl)-5,5-difluoropiperidin-3-yl)acetic acid